N-(1,1,1-trifluoropropan-2-yl)pyrazolo[1,5-a]pyridine-7-carboxamide FC(C(C)NC(=O)C1=CC=CC=2N1N=CC2)(F)F